NC=1C(=C2N(C=C(N=C2)C)C1C(=O)N)C1=C(C(=CC=C1C)O)C 7-amino-8-(3-hydroxy-2,6-dimethyl-phenyl)-3-methyl-pyrrolo[1,2-a]pyrazine-6-carboxamide